decanetriol C(CCCCCCCCC)(O)(O)O